C1(CC2C(CC1)O2)C[Si](OC)(OC)OC (3,4-epoxy-cyclohexyl)methyltrimethoxysilane